COC=1C=C(C=C(C1C(=O)N1CCNCC1)OC)C1=NN(C=2C(N(C=CC21)C)=O)CC2=CC=C(C=C2)OC [3,5-dimethoxy-4-(piperazine-1-carbonyl)phenyl]-1-[(4-methoxyphenyl)methyl]-6-methyl-pyrazolo[3,4-C]pyridin-7-one